C(C1CO1)OCCC[Si](OC)(OC)OC [3-(2,3-Epoxypropoxy)-propyl]-trimethoxysilan